FC(=C(CC)F)F 1,1,2-trifluorobutene